difluoro(2-methylpropyl)silane F[SiH](CC(C)C)F